tert-butyl 3-[4-(3,4-dichloro-2-fluoro-anilino)quinazolin-6-yl]-3-methyl-pyrrolidine-1-carboxylate ClC=1C(=C(NC2=NC=NC3=CC=C(C=C23)C2(CN(CC2)C(=O)OC(C)(C)C)C)C=CC1Cl)F